N1CC(C1)CN(C(=O)N1[C@H](C2=CC=CC=C2CC1)C1=CC=C(C=C1)F)C (S)-N-(azetidin-3-ylmethyl)-1-(4-fluorophenyl)-N-methyl-3,4-dihydroisoquinoline-2(1H)-carboxamide